FC=1C(=CC=C2C(=NN(C12)C)C1C(NC(CC1)=O)=O)C1CCN(CC1)C[C@H]1[C@H](CNCC1)F 3-[7-fluoro-6-[1-[[(3R,4S)-3-fluoro-4-piperidyl]methyl]-4-piperidyl]-1-methyl-indazol-3-yl]piperidine-2,6-dione